FC1(CC(C1)C=1C=CC(=NC1)C(NC(=O)C1N(CC(C1)F)C(CN1C(OC(=N1)C)=O)=O)C1=CC=CC=C1)F N-{[5-(3,3-difluorocyclobutyl)pyridin-2-yl](phenyl)methyl}-4-fluoro-1-[2-(5-methyl-2-oxo-2,3-dihydro-1,3,4-oxadiazol-3-yl)acetyl]pyrrolidine-2-carboxamide